FC(C=1C=C(C=NC1)NC(=O)C1=CC=C2CCN(C2=C1)C(=O)OC(C)(C)C)(F)F tert-butyl 6-((5-(trifluoromethyl) pyridin-3-yl)carbamoyl)indoline-1-carboxylate